COCC1=CC(=NC=N1)OCC1=C(N=NN1C)C1=CC=C(C(=N1)C)O[C@@H]1C[C@H](CCC1)C(=O)O (1S,3S)-3-((6-(5-(((6-(methoxymethyl)pyrimidin-4-yl)oxy)methyl)-1-methyl-1H-1,2,3-triazol-4-yl)-2-methylpyridin-3-yl)oxy)cyclohexane-1-carboxylic acid